N1C=C(C2=CC=CC=C12)C1N(CCC2=CC(=CC=C12)C1=CC=CC2=CC=CC=C12)C(=O)N (1H-indol-3-yl)-6-(naphthalen-1-yl)-3,4-dihydroisoquinoline-2(1H)-carboxamide